1-(3-chloro-1,6-naphthyridin-7-yl)-2,2,2-trifluoroethan-1-ol ClC=1C=NC2=CC(=NC=C2C1)C(C(F)(F)F)O